1-ethyl-3-methylimidazole ammonium chloride [Cl-].[NH4+].C(C)N1CN(C=C1)C